NC=1C=C2C(NC(C2=CC1)=O)(C)C 5-amino-3,3-dimethyl-1-keto-isoindole